O=C1NC(CCC1C1=CC=C(OCC(=O)OC(C)(C)C)C=C1)=O tert-butyl 2-(4-(2,6-dioxopiperidin-3-yl)phenoxy)acetate